7-[[5-(4-methylpiperazin-1-yl)-2-pyridyl]amino]-4-(7-methylpyrazolo-[1,5-a]pyridin-3-yl)isoindolin-1-one CN1CCN(CC1)C=1C=CC(=NC1)NC=1C=CC(=C2CNC(C12)=O)C=1C=NN2C1C=CC=C2C